COCC=1C=CC(=NC1)CN (5-(methoxymethyl)pyridin-2-yl)methylamine